CNCCCCCCNC N,N'-dimethyl-1,6-hexane-diamine